C(C)(C)(C)OC(NC1=CC2=C(CC(O2)C2=CC(=CC=C2)OC)C=C1)=O [2-(3-methoxyphenyl)-2,3-dihydro-1-benzofuran-6-yl]carbamic acid tert-butyl ester